N-methyl-N-[3-({[2-{[4-(trifluoromethoxy)phenyl]amino}-5-(trifluoromethyl)pyrimidin-4-yl]amino}methyl)pyridin-2-yl]methanesulfonamide CN(S(=O)(=O)C)C1=NC=CC=C1CNC1=NC(=NC=C1C(F)(F)F)NC1=CC=C(C=C1)OC(F)(F)F